COC=1C=C(C(=C(C1OC)OC)C=1C(=CC(=C(C1OC)OC)OC)C(=O)O)C(=O)O 4,4',5,5',6,6'-hexamethoxy-[1,1'-biphenyl]-2,2'-dicarboxylic acid